6-methoxy-7-(piperidin-1-yl)-11-phenyl-13,13-dipropyl-3-phenyl-3-(2-(2-(1-hydroxyethoxy)ethoxy)ethoxy)phenyl-3H,13H-indeno[2',3':3,4]naphtho[1,2-b]pyran COC=1C=CC(CC1C=1C2=C(OCC1)C=1C=CC(=CC1C1=C2C(C2=CC(=CC=C21)C2=CC=CC=C2)(CCC)CCC)N2CCCCC2)(OCCOCCOC(C)O)C2=CC=CC=C2